FC(OC1=CC=C(C=C1)[N+]#[C-])F 4-(DIFLUOROMETHOXY)PHENYLISOCYANIDE